1-(7-(6-(bis(4-methoxybenzyl)amino)-4-methoxy-3-(trifluoromethyl)pyridin-2-yl)-6-chloro-2,8-difluoroquinazolin-4-yl)piperidine-4-carbonitrile COC1=CC=C(CN(C2=CC(=C(C(=N2)C2=C(C=C3C(=NC(=NC3=C2F)F)N2CCC(CC2)C#N)Cl)C(F)(F)F)OC)CC2=CC=C(C=C2)OC)C=C1